BrC=1C=C2C(=CNC2=C(C1)OC(F)F)C(=O)NC 5-bromo-7-(difluoromethoxy)-N-methyl-1H-indole-3-carboxamide